2-((4-bromo-2-nitrophenyl)thio)acetic acid BrC1=CC(=C(C=C1)SCC(=O)O)[N+](=O)[O-]